BrC=1C(=NC(=NC1)NC1=C(C=C(C(=C1)[N+](=O)[O-])N(C)CCN(C)C)OC)C1=CN(C2=CC=CC=C12)C1COC1 N1-(5-bromo-4-(1-(oxetan-3-yl)-1H-indol-3-yl)pyrimidin-2-yl)-N4-(2-(dimethylamino)ethyl)-2-methoxy-N4-methyl-5-nitrobenzene-1,4-diamine